CC1=CC(=C(C=C1)S(=O)(=O)N1[C@@H](CCC1)C(=O)OC(C)(C)C)B1OC(C(O1)(C)C)(C)C tert-butyl ((4-methyl-2-(4,4,5,5-tetramethyl-1,3,2-dioxaborolan-2-yl)phenyl)sulfonyl)-L-prolinate